COC(=O)C1=CC=2NC(C=3N(C2S1)C=CC3C)=O.COC3=CC=C(C=C3)C#CCNC3=CC=CC=C3 N-(3-(4-methoxyphenyl)prop-2-yn-1-yl)aniline methyl-6-methyl-5-oxo-4,5-dihydropyrrolo[1,2-a]thieno[3,2-e]pyrazine-2-carboxylate